6-chloro-N-{3-[2-(4-chloro-3-fluorophenoxy)acetamido]bicyclo[1.1.1]pentan-1-yl}-4-(4-fluorobenzene-1-sulfonyl)-3,4-dihydro-2H-1,4-benzoxazine-2-carboxamide ClC=1C=CC2=C(N(CC(O2)C(=O)NC23CC(C2)(C3)NC(COC3=CC(=C(C=C3)Cl)F)=O)S(=O)(=O)C3=CC=C(C=C3)F)C1